4-(4-((4-(2,4-difluorophenyl)piperazin-1-yl)methyl)-3-fluorobenzylamino)-2-(2,6-dioxopiperidin-3-yl)isoindoline-1,3-dione FC1=C(C=CC(=C1)F)N1CCN(CC1)CC1=C(C=C(CNC2=C3C(N(C(C3=CC=C2)=O)C2C(NC(CC2)=O)=O)=O)C=C1)F